ClC1=C(C=C(C=C1)C(=O)NC(CO)(C)C)C(=O)NC1=NC=C(C=C1C)C#CC1=CC=CC=C1 4-chloro-N1-(2-hydroxy-1,1-dimethyl-ethyl)-N3-[3-methyl-5-(2-phenylethynyl)-2-pyridyl]benzene-1,3-dicarboxamide